BrC=1C=C(N(N1)C1=NC=CC=C1Cl)C(=O)NC=1C(=C2C=CC(=NC2=CC1C(=O)N)OC)C 6-[[5-bromo-2-(3-chloro-2-pyridyl)pyrazole-3-carbonyl]amino]-2-methoxy-5-methyl-quinoline-7-carboxamide